5-[4-[2-(2,4-dichlorophenyl)acetylamino]phenyl]-1H-naphtho[1,2-b][1,4]diazepine-2,4(3H,5H)-Dione ClC1=C(C=CC(=C1)Cl)CC(=O)NC1=CC=C(C=C1)N1C2=C(NC(CC1=O)=O)C1=CC=CC=C1C=C2